4-(4-hydroxy-4-methylpentyl)-3-cyclohexene-formaldehyde OC(CCCC1=CCC(CC1)C=O)(C)C